N1(N=CC=C1)C=1NN=C2C(=NC=3C=CC=CC3C21)N (1H-pyrazol-1-yl)-2H-pyrazolo[3,4-c]quinolin-4-amine